[Si](C)(C)(C(C)(C)C)OC=1C=C(C(=O)Cl)C=C(C1)O[Si](C)(C)C(C)(C)C 3,5-bis(tert-butyldimethylsilyl)oxybenzoyl chloride